[NH4+].[NH4+].[Co+2] Cobalt diammonium